C(C)(=O)N1CCN(CC1)[C@@H]1C(=NN(C1)C(=O)N[C@H](C)C=1C=NC(=CC1)C(F)(F)F)C1=CC=C(C=C1)C (S)-4-(4-acetylpiperazin-1-yl)-3-(4-methylphenyl)-N-((R)-1-(6-(trifluoromethyl)pyridin-3-yl)ethyl)-4,5-dihydro-1H-pyrazole-1-carboxamide